N-[6-(2-chloro-5-fluorophenyl)-3-[cyclopropyl(hydroxy)methyl]-2-methyl-8-oxo-7,8-dihydro-6H-pyrrolo[4,3-g]indazol-5-yl]-3-fluoro-5-(trifluoromethyl)benzamide ClC1=C(C=C(C=C1)F)C1NC(C2=C1C(=CC1=C(N(N=C21)C)C(O)C2CC2)NC(C2=CC(=CC(=C2)C(F)(F)F)F)=O)=O